5-(3-(1-methylcyclopropyl)-1,2,4-oxadiazole-5-carboxamido)-2-oxohexanediamide CC1(CC1)C1=NOC(=N1)C(=O)NC(CCC(C(=O)N)=O)C(=O)N